ClC=1C=C(C=CC1C(F)(F)F)C1=CSC2=C1C(N(C=C2)CC(=O)N2CC(CC2)F)=O 3-(3-chloro-4-(trifluoromethyl)phenyl)-5-(2-(3-fluoropyrrolidin-1-yl)-2-oxoethyl)thieno[3,2-c]pyridin-4(5H)-one